Sodium (2S)-2-((S)-2-(((benzyloxy) carbonyl)amino)-4-methylpentanamido)-1-hydroxy-3-(2-oxopyrrolidin-3-yl)propane-1-sulfonate C(C1=CC=CC=C1)OC(=O)N[C@H](C(=O)N[C@H](C(S(=O)(=O)[O-])O)CC1C(NCC1)=O)CC(C)C.[Na+]